CC(COC=1C=CC2=C(N=CO2)C1)(C)N1CCOCC1 5-(2-methyl-2-morpholinopropoxy)benzo[d]oxazole